BrC=1C=CC(=C(C1)C1=C(C(N(N1)C)=O)C(C)C)[N+](=O)[O-] 5-(5-bromo-2-nitrophenyl)-4-isopropyl-2-methyl-1,2-dihydro-3H-pyrazol-3-one